ClC=1C=C(C=C(C1OCCCOCCCO)Cl)CCC(=O)OC methyl 3-[3,5-dichloro-4-[3-(3-hydroxypropoxy)propoxy]phenyl]propanoate